NCC1=CC=C(C=C1)NC(=O)N[C@@H](CCSC)C(=O)N[C@@H]([C@@H](C)CC)C(=O)NCCNC(=O)OCC1=CC=CC=C1 N-{[4-(aminomethyl)phenyl]carbamoyl}-L-methionyl-N1-(2-{[(benzyloxy)carbonyl]amino}ethyl)-L-isoleucinamide